((2,4-dioxo-1,3-diazaspiro[4.4]nonane-7-yl)methyl)-4-methylthiazole-5-sulfonamide O=C1NC2(C(N1)=O)CC(CC2)CC=2SC(=C(N2)C)S(=O)(=O)N